OC1=CC=CC2=C1N=C(O2)C2=C1C=C(N=CC1=C(N=C2)NC)NC(=O)C2CC2 N-[5-(4-hydroxy-1,3-benzoxazol-2-yl)-8-(methylamino)-2,7-naphthyridin-3-yl]cyclopropanecarboxamide